S-(2-((5-hydroxy-4-(hydroxymethyl) pentyl) oxy) ethyl) 4-methylbenzene-thiosulfonate CC1=CC=C(C=C1)S(=O)(SCCOCCCC(CO)CO)=O